ClC1=C(C(=CC=C1)Cl)N1CC(C1)C1=C(C=C(CN2CC(C2)(O)C)C=C1)F (4-(1-(2,6-dichlorophenyl)azetidin-3-yl)-3-fluorobenzyl)-3-methylazetidin-3-ol